4-((5-(2-aminopyridin-3-yl)isoxazol-3-yl)methyl)benzyl-6-fluoropyridin-2-amine NC1=NC=CC=C1C1=CC(=NO1)CC1=CC=C(CC=2C(=NC(=CC2)F)N)C=C1